dibromo-p-xylene CC1=C(C(=C(C=C1)C)Br)Br